OC1=CC=C(C=C1)C=1C(N(N=CC1)CCCCN1CCOCC1)=O 4-(4-Hydroxyphenyl)-2-(4-morpholinobutyl)pyridazin-3(2H)-on